ClC=1N(N=C2C=CC(=C(C12)Cl)C1=NNC2=NC(=NC(=C21)C#N)N2C1CC(CC2CC1)(C)NC([O-])=O)C (8-(3-(3,4-Dichloro-2-methyl-2H-indazol-5-yl)-4-cyano-1H-pyrazolo[3,4-d]pyrimidine-6-yl)-3-methyl-8-azabicyclo[3.2.1]oct-3-yl)carbamate